(2R,3S,4R,5S)-N-(3-Carbamoyl-4-fluoro-phenyl)-3-[2-(difluoromethoxy)-4-fluoro-phenyl]-4,5-dimethyl-5-(trifluoromethyl)tetrahydrofuran-2-carboxamid C(N)(=O)C=1C=C(C=CC1F)NC(=O)[C@@H]1O[C@@]([C@@H]([C@H]1C1=C(C=C(C=C1)F)OC(F)F)C)(C(F)(F)F)C